ClC=1C=C(C=CC1Cl)NC(=O)C1C(C2C=CC1C2)C(=O)O 3-(N-(3,4-dichlorophenyl)carbamoyl)-5-norbornene-2-carboxylic acid